3-((6-((4-(4-amino-3-(4-phenoxyphenyl)-1H-pyrazolo[3,4-d]pyrimidin-1-yl)piperidin-1-yl)methyl)-4-fluoropyridin-3-yl)amino)piperidine-2,6-dione NC1=C2C(=NC=N1)N(N=C2C2=CC=C(C=C2)OC2=CC=CC=C2)C2CCN(CC2)CC2=CC(=C(C=N2)NC2C(NC(CC2)=O)=O)F